N-methylaminoethyl chloride CNCCCl